[Si](C)(C)(C(C)(C)C)OC1=CC=C(C2=C1N=C(O2)N2CC1N(C(C2)C1)C(=O)OC(C)(C)C)C=1N=CSC1 tert-Butyl 3-(4-((tert-butyldimethylsilyl)oxy)-7-(thiazol-4-yl)benzo[d]oxazol-2-yl)-3,6-diazabicyclo[3.1.1]heptane-6-carboxylate